2-[4-{5-chloro-2-[4-(trifluoromethyl)-1H-1,2,3-triazol-1-yl]phenyl}-5-methoxy-2-oxopyridin-1(2H)-yl]propionic acid tert-butyl ester C(C)(C)(C)OC(C(C)N1C(C=C(C(=C1)OC)C1=C(C=CC(=C1)Cl)N1N=NC(=C1)C(F)(F)F)=O)=O